CN(CCC[Si](O)(O)O)C 1-(3-dimethylaminopropyl)silantriol